Tert-butyl (S)-8-(4-(6-ethyl-2,3,9-trimethyl-6H-thieno[3,2-f][1,2,4]triazolo[4,3-a][1,4]diazepin-4-yl) phenyl)-2-azaspiro[4.5]decane-2-carboxylate C(C)[C@H]1C=2N(C3=C(C(=N1)C1=CC=C(C=C1)C1CCC4(CCN(C4)C(=O)OC(C)(C)C)CC1)C(=C(S3)C)C)C(=NN2)C